C(C1=CC=CC=C1)N1N=C(C=C1)C(F)F 1-benzyl-3-(difluoromethyl)-1H-pyrazole